2-sec-butyl-1,4-naphthalenediol C(C)(CC)C1=C(C2=CC=CC=C2C(=C1)O)O